CC1=NC(=CC(=C1)OCC([C@H](CCCNC(=N)N)NC(C(C)(C)OC)=O)=O)C (S)-N-(1-((2,6-dimethylpyridin-4-yl)oxy)-6-guanidino-2-oxohexan-3-yl)-2-methoxy-2-methylpropanamide